BrCC1=NC(=NC(=N1)CBr)CBr 2,4,6-tribromomethyl-1,3,5-triazine